mercaptophenylamide S[N-]C1=CC=CC=C1